P(=O)(OCC1=C(C(=C(C(=C1F)F)F)F)F)([O-])[O-] 2,3,4,5,6-pentafluorobenzyl phosphate